C(C=C)N1N(C2=NC(=NC=C2C1=O)NC=1C=CC2=C(C=NS2)C1)C1=NC(=CC=C1)C(C)(C)O 2-allyl-6-(benzo[d]isothiazol-5-ylamino)-1-(6-(2-hydroxypropan-2-yl)pyridin-2-yl)-1,2-dihydro-3H-pyrazolo[3,4-d]pyrimidin-3-one